OC(CNC1=C(C=CC=C1)OC1=CC=CC=C1)C=1NC(NC1)=O 4-[1-hydroxy-2-(2-phenoxyphenylamino)ethyl]-1,3-dihydroimidazol-2-one